N-Methyl-1-(5-(pyrimidin-4-yl)isochroman-1-yl)methanamine hydrochloride salt Cl.CNCC1OCCC2=C(C=CC=C12)C1=NC=NC=C1